2-(5-ethynyl-3-pyridyl)-3,6-dihydro-2H-pyridine C(#C)C=1C=C(C=NC1)C1NCC=CC1